3-(2-(cyclopropyl (methyl) amino) ethyl)-1H-indol-4-yl propionate C(CC)(=O)OC1=C2C(=CNC2=CC=C1)CCN(C)C1CC1